Tert-butyl (12aR)-9-(2-bromo-6-methoxyphenyl)-8,10-difluoro-3,4,12,12a-tetrahydro-6H-pyrazino[2,1-c][1,4]benzoxazepine-2(1H)-carboxylate BrC1=C(C(=CC=C1)OC)C1=C(C2=C(CN3[C@@H](CO2)CN(CC3)C(=O)OC(C)(C)C)C=C1F)F